4-amino-7-chloro-N-ethyl-1-methyl-N-((5-(trifluoromethyl)-2-pyridinyl)methyl)-1H-pyrazolo[4,3-c]quinoline-8-carboxamide NC1=NC=2C=C(C(=CC2C2=C1C=NN2C)C(=O)N(CC2=NC=C(C=C2)C(F)(F)F)CC)Cl